Nickel-nickel oxide [Ni]=O.[Ni]